COC1=C(C=C(C(=C1)[N+](=O)[O-])S(=O)(=O)[O-])N1N=C(N=[N+]1C1=C(C=C(C(=C1)S(=O)(=O)O)[N+](=O)[O-])OC)C([O-])=NC1=CC=CC=C1 2-(2-methoxy-4-nitro-5-sulfonatophenyl)-3-(2-methoxy-4-nitro-5-sulfophenyl)-N-phenyltetrazol-3-ium-5-carboximidate